(2R)-2-(6-{5-chloro-2-[(1-methyl-1H-1,2,4-triazol-4-yl)amino]pyrimidin-4-yl}-1-oxo-2,3-dihydro-1H-isoindol-2-yl)-N-[(1S)-1-(3-fluoro-5-methoxyphenyl)-2-hydroxyethyl]propionamide ClC=1C(=NC(=NC1)NN1C=NN(C1)C)C1=CC=C2CN(C(C2=C1)=O)[C@@H](C(=O)N[C@H](CO)C1=CC(=CC(=C1)OC)F)C